(6-bromo-[1,2,4]triazolo[4,3-a]pyridin-3-yl)(4-(2-fluoro-6-(trifluoromethyl)phenyl)piperidin-1-yl)methanone BrC=1C=CC=2N(C1)C(=NN2)C(=O)N2CCC(CC2)C2=C(C=CC=C2C(F)(F)F)F